BrC1=C(C=NN1C)N1CCC=2C=C(C(=NC2C1=O)\N=C/N(C)C)F (Z)-N'-(7-(5-bromo-1-methyl-1H-pyrazol-4-yl)-3-fluoro-8-oxo-5,6,7,8-tetrahydro-1,7-naphthyridin-2-yl)-N,N-dimethylformimidamide